C(C(C)C)OC(C)NC(CC)=O N-(1-isobutoxyethyl)propionamide